FC(C)(F)C1CCC(CC1)CN1C[C@@H](C([C@@H](C1)O)O)O (3S,4R,5R)-1-(((1s,4S)-4-(1,1-difluoroethyl)cyclohexyl)methyl)piperidine-3,4,5-triol